CC1=C(C2=CC=CC=C2C(=C1)OC(=O)OCCCCCCCC)OC(=O)OCCCCCCCC 2-methyl-1,4-bis(n-octyloxycarbonyloxy)naphthalene